CC=1C=2N(C=CC1)C=C(N2)C2=CC=C(C=C2)S(=O)(=O)C 8-methyl-2-(4-(methylsulfonyl)phenyl)imidazo[1,2-a]pyridine